C(C)S(=O)(=O)CC(=O)O 2-(ethylsulfonyl)acetic acid